C(C)OC(CCC(=O)C1=NC(=CC(=C1O)Br)CC1=C(C=CC=C1C(F)(F)F)F)=O 4-[4-Bromo-6-(2-fluoro-6-trifluoromethyl-benzyl)-3-hydroxy-pyridin-2-yl]-4-oxo-butyric acid ethyl ester